The molecule is an organic thiophosphate that is O,O-dimethyl hydrogen phosphorothioate in which the hydrogen of the hydroxy group has been replaced by a 3,5,6-trichloropyridin-2-yl group. It has a role as an agrochemical, an EC 3.1.1.7 (acetylcholinesterase) inhibitor, an environmental contaminant, a xenobiotic, an acaricide and an insecticide. It is an organic thiophosphate and a chloropyridine. COP(=S)(OC)OC1=NC(=C(C=C1Cl)Cl)Cl